1-(±)-Allyl 2-cyclohexyl-2-(4-(3-(2-methyl-N-((2-(trimethylsilyl)ethoxy)methyl)propan-2-ylsulfinamido) oxetan-3-yl)phenyl)acetate C1(CCCCC1)C(C(=O)OCC=C)C1=CC=C(C=C1)C1(COC1)N(S(=O)C(C)(C)C)COCC[Si](C)(C)C